1-(7-phenylthieno[3,2-d]pyrimidin-4-yl)piperidin-4-amine C1(=CC=CC=C1)C1=CSC2=C1N=CN=C2N2CCC(CC2)N